3-({[(3S)-6-butoxy-3-methyl-3,4-dihydro-2-naphthyl]Methyl}amino)propanoic acid C(CCC)OC=1C=C2C[C@@H](C(=CC2=CC1)CNCCC(=O)O)C